(S)-N-(1-(6-((3,4-dimethylphenyl)amino)-2-morpholinopyrimidin-4-yl)ethyl)-5-methoxypicolinamide CC=1C=C(C=CC1C)NC1=CC(=NC(=N1)N1CCOCC1)[C@H](C)NC(C1=NC=C(C=C1)OC)=O